C(C)(C)(C)OC(=O)N1C[C@H]2C([C@H]2C1)C1=NOC(C1)(C)C(F)F (1R,5S,6r)-6-[5-(difluoromethyl)-5-methyl-4,5-dihydro-1,2-oxazol-3-yl]-3-azabicyclo[3.1.0]Hexane-3-carboxylic acid tert-butyl ester